2,3-dihydro-5-methoxy-N-[4-methyl-3-(2-pyridinyl)phenyl]-6-(trifluoromethyl)-1H-indole-1-carboxamide COC=1C=C2CCN(C2=CC1C(F)(F)F)C(=O)NC1=CC(=C(C=C1)C)C1=NC=CC=C1